CC1(CCC=2C(=NNC2C1)C=1NC2=CC(=CC=C2C1)C(=O)N1C[C@H](NCC1)C)C 6,6-dimethyl-3-{6-[(3R)-3-methylpiperazine-1-carbonyl]-1H-indol-2-yl}-4,5,6,7-tetrahydro-1H-indazole